3,4-dihydro-1(2H)-naphthone C1(CCCC2=CC=CC=C12)=O